(R)-2-[4-bromo-2-(1,2,3-thiadiazol-4-yl)phenoxy]-3-fluoropropionic acid BrC1=CC(=C(O[C@H](C(=O)O)CF)C=C1)C=1N=NSC1